BrC1=C(C=CC=C1)NC(=O)N1[C@@H](CCC1=O)C(=O)NCC1=C(C=C(C=C1)Cl)Cl (S)-N1-(2-Bromophenyl)-N2-(2,4-dichlorobenzyl)-5-oxopyrrolidine-1,2-dicarboxamide